(2S)-1-{(1S)-2-[4,6-bis(difluoromethyl)-1,3,5-triazin-2-yl]-6-chloro-2,3,4,9-tetrahydro-1H-pyrido[3,4-b]indol-1-yl}propan-2-ol FC(C1=NC(=NC(=N1)C(F)F)N1[C@H](C=2NC3=CC=C(C=C3C2CC1)Cl)C[C@H](C)O)F